2-(6-(3-methyl-1H-pyrazol-1-yl)pyridin-3-yl)acetic acid CC1=NN(C=C1)C1=CC=C(C=N1)CC(=O)O